9,10-bis[2-(1-naphthyl)phenyl]Anthracene C1(=CC=CC2=CC=CC=C12)C1=C(C=CC=C1)C=1C2=CC=CC=C2C(=C2C=CC=CC12)C1=C(C=CC=C1)C1=CC=CC2=CC=CC=C12